BrC1=CN=CC2=CC(=C(C=C12)F)Cl 4-bromo-7-chloro-6-fluoro-isoquinoline